4-(3-chloro-4-(6-(1-methylcyclopropoxy)-9-((4-methylpyridin-2-yl)methyl)-9H-purin-8-yl)phenoxy)tetrahydro-2H-thiopyran 1,1-dioxide ClC=1C=C(OC2CCS(CC2)(=O)=O)C=CC1C=1N(C2=NC=NC(=C2N1)OC1(CC1)C)CC1=NC=CC(=C1)C